OCCC1CN(CCC1)C(=O)OCCCC butyl 3-(2-hydroxyethyl)-piperidine-1-carboxylate